N-(4-{1-[(2-phenyl-1,3-thiazol-4-yl)carbonyl]piperidin-4-yl}butyl)-1H-pyrrolo[3,2-c]pyridine-2-carboxamide C1(=CC=CC=C1)C=1SC=C(N1)C(=O)N1CCC(CC1)CCCCNC(=O)C1=CC=2C=NC=CC2N1